6-[4-[4-(dimethoxymethyl)-1-piperidyl]phenyl]-1-fluoro-3-tetrahydropyran-2-yl-7-[3-(trifluoromethoxy)phenyl]-9,10-dihydro-8H-cyclohepta[e]indazole COC(C1CCN(CC1)C1=CC=C(C=C1)C1=C(CCCC=2C=3C(=NN(C3C=CC21)C2OCCCC2)F)C2=CC(=CC=C2)OC(F)(F)F)OC